([1,2,4]triazolo[4,3-a]pyridin-6-ylamino)pyrazine-2-carboxamide N=1N=CN2C1C=CC(=C2)NC=2C(=NC=CN2)C(=O)N